C1(CCC1)OC1=CC=CC=N1 6-(Cyclobutyloxy)pyridin